C(C)OC1=C(C=CC=C1)S(=O)(=O)NC(=O)C=1OC2=C(C1)C=CC(=C2)N2CC1(COC1)C2 N-(2-ethoxybenzene-1-sulfonyl)-6-(2-oxa-6-azaspiro[3.3]heptan-6-yl)-1-benzofuran-2-carboxamide